3-(6-bromo-3-(1-methyl-1H-pyrazolo[4,3-c]pyridin-7-yl)-2,4-dioxo-3,4-dihydrothieno[3,2-d]pyrimidin-1(2H)-yl)propanenitrile BrC1=CC=2N(C(N(C(C2S1)=O)C=1C2=C(C=NC1)C=NN2C)=O)CCC#N